FC(C(=O)O)(F)F.N[C@H]1CN(CCC1)C1=CC2=C(CC(O2)(C)C)C=C1NC(=O)C=1N=C(OC1)C1=CC(=NC=C1)N (R)-N-(6-(3-aminopiperidin-1-yl)-2,2-dimethyl-2,3-dihydrobenzofuran-5-yl)-2-(2-aminopyridin-4-yl)oxazole-4-carboxamide trifluoroacetate